3-butyl-8-hydroxy-2-methyl-5-phenyl-2,3,4,5-tetrahydrobenzo[f][1,2,5]thiadiazepine-7-carbaldehyde 1,1-dioxide C(CCC)C1N(S(C2=C(N(C1)C1=CC=CC=C1)C=C(C(=C2)O)C=O)(=O)=O)C